(4-((6-oxo-1,6-dihydro-7H-purin-7-yl)methyl)phenyl)boronic acid O=C1C=2N(C=NC2N=CN1)CC1=CC=C(C=C1)B(O)O